S1C(=CC=C1)C(=O)NC=1[Se]C(=CN1)C(=O)NC1=CC=C(C=C1)F 2-(thiophene-2-carboxamido)-N-(4-fluorophenyl)-1,3-selenazole-5-carboxamide